3-(6-bromo-1-oxo-4-(piperazin-1-ylmethyl)isoindolin-2-yl)piperidine-2,6-dione BrC1=CC(=C2CN(C(C2=C1)=O)C1C(NC(CC1)=O)=O)CN1CCNCC1